3-{[3-Chloro-5-(methoxycarbonyl)-2-methylphenyl]amino}propanoic acid ClC=1C(=C(C=C(C1)C(=O)OC)NCCC(=O)O)C